I[Sn] iodotin